FC(OC1=C(C=CC=C1)S(=O)(=O)N1CCOCC1)(F)F 4-[2-(trifluoromethoxy)phenyl]sulfonylmorpholin